(3-iodobenzyl)-5'-(N-methylcarbamoyl)-adenosine IC=1C=C(C[C@@]2([C@H](O)[C@H](O)[C@@H](C(O)C(NC)=O)O2)N2C=NC=3C(N)=NC=NC23)C=CC1